1-(5-chloro-2-hydroxymethylphenyl)-3-(3-trifluoromethoxyphenyl)urea ClC=1C=CC(=C(C1)NC(=O)NC1=CC(=CC=C1)OC(F)(F)F)CO